4-(2-methyl-6,7-dihydropyrazolo[1,5-a]pyrimidin-4(5H)-yl)-N-(5'-methyl-[3,3'-bipyridin]-6-yl)-4-oxobutanamide CC1=NN2C(N(CCC2)C(CCC(=O)NC2=CC=C(C=N2)C=2C=NC=C(C2)C)=O)=C1